3-amino-6-(2',5'-dimethyl-2',3'-dihydro-1'H-spiro[cyclopropane-1,4'-isoquinoline]-7'-yl)-N-(1-methyl-1H-pyrazol-4-yl)pyrazine-2-carboxamide NC=1C(=NC(=CN1)C1=CC(=C2C3(CN(CC2=C1)C)CC3)C)C(=O)NC=3C=NN(C3)C